ClC1=CC=C(C=C1)C1=N[C@H](C=2N(C3=C1C(=C(S3)C)C)C(=NN2)C)CC(=O)NC2=CC=C(C=C2)O (6S)-4-(4-chlorophenyl)-N-(4-hydroxyphenyl)-2,3,9-trimethyl-6H-thieno[3,2-f][1,2,4]triazolo[4,3-a][1,4]diazepin-6-acetamide